BrC1=C(C=C(C=C1OC)OC)C(\C=C\C1=CC(=C(C=C1)OC)OC)=O 1-(2-bromo-3,5-dimethoxyphenyl)-3-(3,4-dimethoxyphenyl)-(2E)-2-propen-1-one